2-(o-cyanoanilino)-1,3,4-trifluoroanthraquinone C(#N)C1=C(NC2=C(C=3C(C4=CC=CC=C4C(C3C(=C2F)F)=O)=O)F)C=CC=C1